C(C)(C)(C)NNC1=C(C=C(C=C1C)C(F)(F)F)C tert-butyl-2-[2,6-dimethyl-4-(trifluoromethyl)phenyl]hydrazine